OCC=1C=C(C2=C(C=C(O2)COC)C1)C=1C=C(CNC(OC(C)(C)C)=O)C=CC1 tert-butyl 3-(5-(hydroxymethyl)-2-(methoxymethyl)benzofuran-7-yl)benzylcarbamate